1,3,8,8-tetramethyloctahydro-1H-3,9a-methanobenzo[c]oxepine CC1OC2(CCC3C1(CC(CC3)(C)C)C2)C